tert-Butyl L-asparaginat N[C@@H](CC(N)=O)C(=O)OC(C)(C)C